ClCC(=O)NC=1C(=NC(=NC1)Cl)NCC1=CC=C(C=C1)C=1N(C=C(N1)C(F)(F)F)C 2-Chloro-N-(2-Chloro-4-((4-(1-methyl-4-(trifluoromethyl)-1H-imidazol-2-yl)benzyl)amino)pyrimidine-5-yl)acetamide